N-methyl-2-[[3-[(E)-2-(2-pyridyl)vinyl]-1H-indazol-6-yl]thio]benzamide CNC(C1=C(C=CC=C1)SC1=CC=C2C(=NNC2=C1)\C=C\C1=NC=CC=C1)=O